(E)-1-(4-(6-(but-2-en-1-yl)-2-methyl-7-oxo-6,7-dihydro-1H-pyrrolo[2,3-c]pyridin-4-yl)-2-chlorobenzoyl)piperidine-4-carboxamide C(\C=C\C)N1C(C2=C(C(=C1)C1=CC(=C(C(=O)N3CCC(CC3)C(=O)N)C=C1)Cl)C=C(N2)C)=O